2-(3-fluorophenyl)oxazole-5-carboxylic acid FC=1C=C(C=CC1)C=1OC(=CN1)C(=O)O